C(C)N[C@@H](CCS(=O)C)C(O)=N ethyl-methionine sulfoxide imine